IC1C(=O)NC(C1)=O Iodo-Succinimid